CC1CC(C1)(C1=NN=CN1C)C=1C=C(C(=O)O)C=C(C1)N1C(C2=C(C(=C1)C(F)(F)F)C=C(N2)CN2C[C@H](CCC2)C)=O 3-[3-methyl-1-(4-methyl-1,2,4-triazol-3-yl)cyclobutyl]-5-[2-[[(3S)-3-methyl-1-piperidinyl]methyl]-7-oxo-4-(trifluoromethyl)-1H-pyrrolo[2,3-c]pyridin-6-yl]benzoic acid